C(C)(C)(C)OC(=O)N1CC2(CCC=3C(=C4C(N(CC4=CC3)C3C(NC(CC3)=O)=O)=O)O2)C1 8'-(2,6-dioxopiperidin-3-yl)-9'-oxo-4',7',8',9'-tetrahydro-3'H-spiro[azetidine-3,2'-pyrano[2,3-e]isoindole]-1-carboxylic acid tert-butyl ester